C(C)(C)N1N=CC=2C1=NC(=NC2)C(=O)NC2(CC2)C2=CC=C(C=C2)C2=CN=CN(C2=O)[C@H]2COCC2 (R)-1-isopropyl-N-(1-(4-(6-oxo-1-(tetrahydrofuran-3-yl)-1,6-dihydropyrimidin-5-yl)phenyl)cyclopropyl)-1H-pyrazolo[3,4-d]pyrimidine-6-carboxamide